2-(3-(1-(difluoro(4-methyl-4H-1,2,4-triazol-3-yl)methyl)cyclobutyl)phenyl)-6-(((1-methylcyclobutyl)amino)methyl)-4-(trifluoromethyl)isoindolin-1-one FC(C1(CCC1)C=1C=C(C=CC1)N1C(C2=CC(=CC(=C2C1)C(F)(F)F)CNC1(CCC1)C)=O)(C1=NN=CN1C)F